8-(5-chloro-3-fluoropyridin-2-yl)-2-hydroxy-5-(4-(trifluoromethyl)benzyl)-5,8-diazaspiro[3.5]nonane-6,9-dione ClC=1C=C(C(=NC1)N1CC(N(C2(CC(C2)O)C1=O)CC1=CC=C(C=C1)C(F)(F)F)=O)F